(Z)-N-(2-(4-(4-chloro-1,2-diphenylbut-1-en-1-yl)phenoxy)ethyl)-12-((2-(2,6-dioxopiperidin-3-yl)-1-oxoisoindolin-4-yl)sulfanyl)-N-methyldodecaneamide ClCC/C(=C(\C1=CC=CC=C1)/C1=CC=C(OCCN(C(CCCCCCCCCCCSC2=C3CN(C(C3=CC=C2)=O)C2C(NC(CC2)=O)=O)=O)C)C=C1)/C1=CC=CC=C1